5-[4-(cyclopropylamino)-1-piperidyl]-N-(6,8-dimethylimidazo[1,2-a]pyrazin-2-yl)-2-methylsulfanyl-quinazoline-8-carboxamide C1(CC1)NC1CCN(CC1)C1=C2C=NC(=NC2=C(C=C1)C(=O)NC=1N=C2N(C=C(N=C2C)C)C1)SC